[N-](S(=O)(=O)C(F)(F)F)S(=O)(=O)C(F)(F)F.C(=CC)N1CN(C=C1)C 1-propenyl-3-methylimidazole bis(trifluoromethanesulfonyl)imide salt